O1N=C(N=C1)NC=1C(C(C1NCC1=CC(=C(C=C1)C1=NOC(=N1)C(F)(F)F)F)=O)=O 3-((1,2,4-oxadiazol-3-yl)amino)-4-((3-fluoro-4-(5-(trifluoromethyl)-1,2,4-oxadiazol-3-yl)benzyl)amino)cyclobut-3-ene-1,2-dione